rac-tetrahydrospiro[bicyclo[2.2.1]heptane-2,4'-pyran]-3-one O1CCC2(CC1)C1CCC(C2=O)C1